NC1=NC=C(C2=C1COC2)NC(C(=O)N2CC1=CC=CC=C1CC2C=2C=CC1=C(N=CS1)C2)=O N-(4-amino-1,3-dihydrofuro[3,4-c]pyridin-7-yl)-2-(3-(benzo[d]thiazol-5-yl)-3,4-dihydroisoquinolin-2(1H)yl)-2-oxoacetamide